C(C)(C)(C)OC(=O)N1C[C@@H](CC1)CN1[C@@H]([C@H]([C@@H]([C@H](C1)OCC1=CC=CC=C1)OCC1=CC=CC=C1)OCC1=CC=CC=C1)C (S)-3-(((2R,3R,4R,5S)-3,4,5-tris(benzyloxy)-2-methylpiperidin-1-yl)methyl)pyrrolidine-1-carboxylic acid tert-butyl ester